BrC1=CC=C(C=C1)C1COCC(N1)=O 5-(4-bromophenyl)morpholin-3-one